4-(3-(methylsulfonyl)-phenoxy)piperidine CS(=O)(=O)C=1C=C(OC2CCNCC2)C=CC1